BrC1=C(C=C(CCNC(C(CCC)NC=O)=O)C=C1)OC N-(4-bromo-3-methoxyphenethyl)-2-formamidopentanamide